N=1C=CN2C1C=CC(=C2)C2=CNC=1N=C(N=C(C12)OC)NC1CCC2(OCCCO2)CC1 5-(imidazo[1,2-a]pyridin-6-yl)-4-methoxy-N-(1,5-dioxaspiro[5.5]undecan-9-yl)-7H-pyrrolo[2,3-d]pyrimidin-2-amine